5-OXO-5,6,7,8-tetrahydronaphthalene-2-carbonitrile O=C1C=2C=CC(=CC2CCC1)C#N